(±)-1-((1s,4s)-7-azabicyclo[2.2.1]heptan-1-yl)ethan-1-ol hydrochloride Cl.C12(CCC(CC1)N2)[C@@H](C)O |r|